C(C)(C)(C)NC(=O)C1=C(C(=CC(=C1)Cl)C)NC(=O)C=1N(N=C(C1)OCF)C1=NC=CC=C1Cl N-[2-(tert-butylcarbamoyl)-4-chloro-6-methyl-phenyl]-2-(3-chloro-2-pyridyl)-5-(fluoromethoxy)pyrazole-3-carboxamide